The molecule is a dipeptide formed from L-valine and L-asparagine residues. It has a role as a metabolite. It derives from a L-valine and a L-asparagine. CC(C)[C@@H](C(=O)N[C@@H](CCCN=C(N)N)C(=O)O)N